2-[1-[4-(6-butoxypyrazin-2-yl)-2,6-difluoro-phenyl]-4-piperidinyl]acetic acid C(CCC)OC1=CN=CC(=N1)C1=CC(=C(C(=C1)F)N1CCC(CC1)CC(=O)O)F